C(C)P([O-])(=O)C(CCCC)C.[Al+3].C(C)P([O-])(=O)C(CCCC)C.C(C)P([O-])(=O)C(CCCC)C aluminum ethyl-1-methylpentylphosphinate